6-cyclopropyl-4-[(4,4-difluoro-3-methylpiperidin-1-yl)methyl]pyridine-2-carboxylic acid ethyl ester C(C)OC(=O)C1=NC(=CC(=C1)CN1CC(C(CC1)(F)F)C)C1CC1